C1(=CC=CC=C1)[C@@H](C)N R-α-phenylethylamine